lysine-adipate salt C(CCCCC(=O)O)(=O)O.N[C@@H](CCCCN)C(=O)O